5-(3-(((1r,4r)-4-(5-chloro-2-methylnicotinamido)cyclohexyl)methyl)-2-oxo-2,3-dihydro-1H-benzo[d]imidazol-1-yl)-N-(pyrimidin-5-yl)picolinamide ClC=1C=NC(=C(C(=O)NC2CCC(CC2)CN2C(N(C3=C2C=CC=C3)C=3C=CC(=NC3)C(=O)NC=3C=NC=NC3)=O)C1)C